C(C)C1(CC(N1)(CC)CC)CC tetraethylazetidine